N-[4-chloro-3-(trifluoromethyl)phenyl]-5-hydroxy-5-(3-methoxyphenyl)-octahydrocyclopenta[c]pyrrole-2-carboxamide ClC1=C(C=C(C=C1)NC(=O)N1CC2C(C1)CC(C2)(C2=CC(=CC=C2)OC)O)C(F)(F)F